ClC=1C=C(C=CC1C=O)N1C(N=C(C=C1)NC(=O)N1CCN(CC1)C(=O)OC(C)(C)C)=O tert-Butyl 4-((1-(3-chloro-4-formylphenyl)-2-oxo-1,2-dihydropyrimidin-4-yl)carbamoyl)piperazine-1-carboxylate